C(C)OC(=O)C1=CC2=C(N(C(=N2)NC=2OC3=C(N2)C=CC(=C3)Cl)C)C=C1 2-((6-chlorobenzo[d]oxazol-2-yl)amino)-1-methyl-1H-benzo[d]imidazole-5-carboxylic acid ethyl ester